CC(COC=1C=NC=CC1)(C)N1CCOCC1 3-[2-methyl-2-(morpholin-4-yl)propoxy]pyridin